COC1=C(C=C(C=N1)CCN)C(F)(F)F 2-(6-methoxy-5-(trifluoromethyl)pyridin-3-yl)ethan-1-amine